[NH4+].C(CCCCCCCCCCCCCCC)(=O)N(C)CC(=O)O N-palmitoyl-sarcosine ammonium